C(C1=CC=CC=C1)OC(=O)NC(=N)C1=CC=C(CNC([C@H](C)NC(=O)[C@@H]2N(CC[C@@H](C2)C2=CC=C(C=C2)F)C(=O)OC(C)(C)C)=O)C=C1 tert-butyl (2R,4S)-2-(((S)-1-((4-(N-((benzyloxy)carbonyl)carbamimidoyl)benzyl)amino)-1-oxopropan-2-yl)carbamoyl)-4-(4-fluorophenyl)piperidine-1-carboxylate